CC(C(CC)C)NCCNC(C(CC)C)C N1,N2-di-(1,2-dimethylbutyl)ethane-1,2-diamine